C12(CC(C1)C2)C2C[C@H](N(C2)C(=O)C=2NC1=CC=CC(=C1C2)OC)C(=O)N[C@H](C(=O)OC)C[C@H]2C(NCC2)=O methyl (2S)-2-[[(2S)-4-(1-bicyclo[1.1.1]pentanyl)-1-(4-methoxy-1H-indole-2-carbonyl)pyrrolidine-2-carbonyl]amino]-3-[(3S)-2-oxopyrrolidin-3-yl]propanoate